CP([O-])(=O)C.OCC[N+](C)(C)C (2-hydroxyethyl)trimethylammonium dimethylphosphinate